N[C@H](C)C=1C=C(C=C2C(C(=C(OC12)C=1C=C2C=C(NC2=CC1)C)C)=O)C 8-[(1R)-1-aminoethyl]-3,6-dimethyl-2-(2-methylindol-5-yl)chromen-4-one